C[Si](C)(CCC1CCC2C(C1)O2)O[Si](C)(C)CCC3CCC4C(C3)O4 bis[2-(3,4-epoxycyclohexyl)ethyl]tetramethyldisiloxane